3-amino-5-methyl-1H-indazol NC1=NNC2=CC=C(C=C12)C